C(C)(C)(C)C=1C=C(C2=C(N3C(O2)CC2C3C(CN2C(=O)OC(C)(C)C)(F)F)C1)C(C)(C)C (cis)-tert-Butyl 6,8-di-tert-butyl-3,3-difluoro-2,3,3a,9a,10,10a-hexahydro-1H-benzo[d]pyrrolo[2',3':4,5]pyrrolo[2,1-b]oxazole-1-carboxylate